tert-butyl 7-acryloyl-2-(4-cyclobutyl-2-hydroxyphenyl)-2,3,4,5a,6,7,8,9-octahydro-5H-1,2,5,7-tetraazabenzo[cd]azulene-5-carboxylate C(C=C)(=O)N1CC2C3=C(N(N=C3CC1)C1=C(C=C(C=C1)C1CCC1)O)CCN2C(=O)OC(C)(C)C